OC1=CC=2N=CN=C(C2N=C1NC(=O)C1(CC1)C(F)(F)F)C=1C(=NN(C1)C)C1=CC=CC=C1 N-(7-hydroxy-4-(1-methyl-3-phenyl-1H-pyrazol-4-yl)pyrido[3,2-d]pyrimidin-6-yl)-1-(trifluoromethyl)cyclopropane-1-carboxamide